tert-butyl ((1S,3R)-3-(6-cyano-2-isobutyl-1H-imidazo[4,5-c]pyridin-1-yl)cyclohexyl)carbamate C(#N)C1=CC2=C(C=N1)N=C(N2[C@H]2C[C@H](CCC2)NC(OC(C)(C)C)=O)CC(C)C